N-TRIDECYLBENZENE CCCCCCCCCCCCCC1=CC=CC=C1